1-[[2-[2-[tert-butyl(dimethyl)silyl]oxyethyl]-4-iodo-5-isopropoxy-pyrazol-3-yl]methyl-methyl-amino]-3-fluoro-propan-2-ol [Si](C)(C)(C(C)(C)C)OCCN1N=C(C(=C1CN(CC(CF)O)C)I)OC(C)C